CC1CC2=C(N(C=3C=CC=CC23)C)C1=O 2,4-dimethyl-1,4-dihydro-cyclopenta[b]indol-3(2H)-one